4-bromo-2-(2-carboxyethyl)-6-fluorobenzoic acid BrC1=CC(=C(C(=O)O)C(=C1)F)CCC(=O)O